C(=O)C=1C(=NC(=NC1)SC)N(CC(=O)OC)C1C(OC1)C methyl N-(5-formyl-2-(methylthio)pyrimidin-4-yl)-N-(2-methyloxetan-3-yl)glycinate